NC1=NC=CC=C1S(=O)(=O)NC(=O)C=1C(=NC(=CC1)C1=C(C=CC(=C1)F)F)N1C(C[C@@H](C1)C)(C)C N-[(2-Amino-3-pyridyl)sulfonyl]-6-(2,5-difluorophenyl)-2-[(4S)-2,2,4-trimethylpyrrolidin-1-yl]pyridin-3-carboxamid